O=C1NC(CCC1N1C(C2=CC=CC(=C2C1=O)NC1CC2(CC(C2)C(=O)N)C1)=O)=O 6-((2-(2,6-dioxopiperidin-3-yl)-1,3-dioxoisoindolin-4-yl)amino)spiro[3.3]heptane-2-carboxamide